1-(3-(m-chlorobenzenesulfonyl)-2-(trifluoromethyl)phenyl)piperazine ClC=1C=C(C=CC1)S(=O)(=O)C=1C(=C(C=CC1)N1CCNCC1)C(F)(F)F